COC(CC[C@@H](C)[C@H]1CC[C@H]2[C@@H]3CC[C@@H]4C[C@@H](CC[C@]4(C)[C@H]3CC([C@]12C)=O)OC(C)=O)=O methyl-(3α,5β)-3-acetoxy-12-oxo-cholan-24-oate